Methyl 4-(2-((Tert-Butoxycarbonyl)(Methyl)Amino)Ethoxy)Benzoate C(C)(C)(C)OC(=O)N(CCOC1=CC=C(C(=O)OC)C=C1)C